BrC=1C=C2C(=CNC2=CC1)NC([O-])=O (5-bromo 1H-indol-3-yl)carbamate